2-(3-{2-amino-6-[1-(4-methylpiperazine-1-carbonyl)-1,2,3,6-tetrahydropyridin-4-yl]-7H-pyrrolo[2,3-d]pyrimidin-4-yl}-2-(hydroxymethyl)phenyl)-6-cyclopropyl-8-fluoroisoquinolin-1(2H)-one NC=1N=C(C2=C(N1)NC(=C2)C=2CCN(CC2)C(=O)N2CCN(CC2)C)C=2C(=C(C=CC2)N2C(C1=C(C=C(C=C1C=C2)C2CC2)F)=O)CO